ClC1=CC(=C(C2=C1OC(O2)(C2CCC(CC2)=O)C)C)C(=O)OC methyl 7-chloro-2,4-dimethyl-2-(4-oxocyclohexyl)benzo[d][1,3]dioxole-5-carboxylate